N,N-di-tert-butyl-acrylamide C(C)(C)(C)N(C(C=C)=O)C(C)(C)C